methyl 6-((2-methoxyphenyl)amino)-2-((2,4,4-trimethylpentan-2-yl)amino)pyrimidine-4-carboxylate COC1=C(C=CC=C1)NC1=CC(=NC(=N1)NC(C)(CC(C)(C)C)C)C(=O)OC